F[C@H]1CCCC=2C=CC=N(C12)=O (8S)-8-fluoro-1-oxo-5,6,7,8-tetrahydro-1λ5-quinoline